4-(4-(2-propenoyl-2,7-diazaspiro[3.5]non-7-yl)phenyl)-6-(1-(tetrahydro-2H-pyran-4-yl)-1H-pyrazol-4-yl)pyrazolo[1,5-a]pyridine-3-carbonitrile C(C=C)(=O)N1CC2(C1)CCN(CC2)C2=CC=C(C=C2)C=2C=1N(C=C(C2)C=2C=NN(C2)C2CCOCC2)N=CC1C#N